FC1=C(C=CC(=C1)F)CC(NN)=S 2-(2,4-difluorophenyl)ethanethiohydrazide